C1(=CC=CC=C1)C12CN(CC2C1)C(=O)C1CC2(C1)NC(OC2)=O (rac)-(2s,4s)-2-(1-phenyl-3-azabicyclo[3.1.0]hexane-3-carbonyl)-7-oxa-5-azaspiro[3.4]octan-6-one